C(C1=CC=CC=C1)OC(=O)NC1N(CCCC1CC#N)C(=O)[O-] ((benzyloxy)carbonylamino)-3-(cyanomethyl)piperidine-1-carboxylate